ClC=1C(=NNC1)[C@@H]1[C@@H](N(CCC1)C(=O)OC)CO[C@@H]1CC[C@@H](CC1)C1=C(C=CC=C1)Cl methyl cis-3-(4-chloro-1H-pyrazol-3-yl)-2-((((CIS)-4-(2-chlorophenyl)cyclohexyl)oxy)methyl)piperidine-1-carboxylate